ClC1=CC=C2C(=N1)C(=CN2)NC2=NC1=C(N2C)C=C(C=C1)OC(F)(F)F N-(5-Chloro-1H-pyrrolo[3,2-b]pyridin-3-yl)-1-methyl-6-(trifluoromethoxy)-1H-benzo[d]imidazol-2-amine